COC(C1=C(N=C(C=C1)Cl)OCC1=NN=NN1C)=O 6-chloro-2-((1-methyl-1H-tetrazol-5-yl)methoxy)nicotinic acid methyl ester